SC(C(C)O)O sulfhydryl-1,2-propanediol